Cl.S1C=NC2=C1C=C(C=C2)C2=NC(=NC=C2F)NC2=NC=C(C=C2)CN2CCNCC2 4-(benzothiazole-6-yl)-5-fluoro-N-(5-(piperazine-1-ylmethyl)pyridine-2-yl)pyrimidine-2-amine hydrochloride